ClC1=C(C=C(C=C1)NC(C1=CC(=CC(=C1)C#C[Si](C)(C)C)OC)=O)C(F)(F)F N-(4-chloro-3-(trifluoromethyl)phenyl)-3-methoxy-5-((trimethylsilyl)ethynyl)benzamide